C(C1=CC=CC=C1)(=O)OC(C1=C(C=C(C=C1C)C)C)=O 2,4,6-trimethylbenzoyl benzoate